FC=1C=C2CN(CC2=CC1CNC1CCNCC1)C1=C(C(NN=C1)=O)C(F)(F)F 5-(5-fluoro-6-[[(piperidin-4-yl)amino]methyl]-2,3-dihydro-1H-isoindol-2-yl)-4-(trifluoromethyl)-2,3-dihydropyridazin-3-one